4-(3,4,5-trimethoxyphenyl)-6H-1,3-thiazin-2-amine COC=1C=C(C=C(C1OC)OC)C=1N=C(SCC1)N